C(C(=C)C)(=O)NCCC[Si](OC)(C)C 3-methacrylamidopropyldimethylmethoxysilane